OC1=C(C(C(C(=C1CC=C(C)C)O)(CC=C(C)C)O)=O)C(C(C)C)=O 3,5,6-trihydroxy-2-(2-methyl-1-oxopropyl)-4,6-diprenyl-cyclohexa-2,4-dien-1-one